N'-(3,4-Dichlorophenyl)-N,N-dimethylurea ClC=1C=C(C=CC1Cl)NC(N(C)C)=O